C(C)SC1=CC=2C(=NC=C(C2C)C(=O)NCC2=CC(=CC=C2)F)S1 Ethylsulfanyl-N-[(3-fluorophenyl)-methyl]-4-methyl-thieno[2,3-b]pyridine-5-carboxylic acid amide